N-(2-(5-(benzyloxy)-4'-fluoro-[1,1'-biphenyl]-2-yl)ethyl)acetamide C(C1=CC=CC=C1)OC=1C=CC(=C(C1)C1=CC=C(C=C1)F)CCNC(C)=O